amino-3-isobutyl-2-methyl-5-(methylsulfonyl)pyrazole NC1=C(N(N=C1S(=O)(=O)C)C)CC(C)C